NC=1C(=NC(=CC1)C1=CC=CC=C1)NC=1C=CC(=NC1C)NC(=O)C1CC2(CC(C2)C(=O)OC)C1 methyl 6-((5-((3-amino-6-phenylpyridin-2-yl)amino)-6-methylpyridin-2-yl)carbamoyl)spiro[3.3]heptane-2-carboxylate